CC(CCO)CC 3-Methyl-1-pentanol